diphosphinoamine chromium [Cr].PNP